[6-[[4-methyl-5-(trifluoromethyl)-1,2,4-triazol-3-yl]methyl]-2,6-diazaspiro[3.3]heptan-2-yl]-[6-[3-(trifluoromethyl)-1,2,4-triazol-1-yl]-2-azaspiro[3.3]heptan-2-yl]methanone CN1C(=NN=C1C(F)(F)F)CN1CC2(CN(C2)C(=O)N2CC3(C2)CC(C3)N3N=C(N=C3)C(F)(F)F)C1